tert-butyl 4-[4-[6-[2-cyano-3-[[(3R)-3-fluoropyrrolidin-1-yl]sulfonylamino]anilino]-4-oxo-quinazolin-3-yl]butanoylamino]piperidine-1-carboxylate C(#N)C1=C(NC=2C=C3C(N(C=NC3=CC2)CCCC(=O)NC2CCN(CC2)C(=O)OC(C)(C)C)=O)C=CC=C1NS(=O)(=O)N1C[C@@H](CC1)F